ClC1=CC(=C(N=N1)C(NC([2H])([2H])[2H])=O)NC=1C=C(COCC2=CC=CC(=N2)NC(OC(C)(C)C)=O)C=C(C1OC)C1=NN(C=N1)C Tert-butyl (6-(((3-((6-chloro-3-((methyl-d3)carbamoyl)pyridazin-4-yl)amino)-4-methoxy-5-(1-methyl-1H-1,2,4-triazol-3-yl)benzyl)oxy)methyl)pyridin-2-yl)carbamate